COC(=O)C=1SC(=CC1NC(=O)OC1=CC=CC=C1)C1=C(C=C(C(=C1)OC)F)Cl.C(C)N(C1=CC=C2C=C(C(OC2=C1)=O)CC(C1=CC=C(C=C1)C(F)(F)F)=O)CC 7-diethylamino-3-[4'-(trifluoromethyl)benzoyl]methylcoumarin methyl-5-(2-chloro-4-fluoro-5-methoxy-phenyl)-3-(phenoxycarbonylamino)thiophene-2-carboxylate